N-(1-cyclopropyl-2-oxo-1,2-dihydropyridin-3-yl)-2-((1r,4r)-4-((4-(4-(2,6-dioxopiperidin-3-yl)-3-methylphenyl)piperazin-1-yl)methyl)cyclohexyl)-6-methoxy-2H-indazole-5-carboxamide C1(CC1)N1C(C(=CC=C1)NC(=O)C1=CC2=CN(N=C2C=C1OC)C1CCC(CC1)CN1CCN(CC1)C1=CC(=C(C=C1)C1C(NC(CC1)=O)=O)C)=O